N[C@H]1C2N(CC1CC2)C2=NC(=NC=C2)Cl (l)-7(R)-amino-N-(2-chloropyrimidin-4-yl)-2-aza-bicyclo[2.2.1]heptane